N-[2-(2-aminoethyl-sulfanyl)ethyl]-4-[[3-[4-(difluoromethoxy)phenyl]imidazo[1,2-a]pyrazin-8-yl]amino]-2-methylbenzamide NCCSCCNC(C1=C(C=C(C=C1)NC=1C=2N(C=CN1)C(=CN2)C2=CC=C(C=C2)OC(F)F)C)=O